C(#N)[C@]1(CC12CC2)C=2C=C1C=C(N=CC1=CC2)NC(=O)C2C(C2)C2=NN(C=C2)C N-(6-((S)-1-cyanospiro[2.2]pentan-1-yl)isoquinolin-3-yl)-2-(1-methyl-1H-pyrazol-3-yl)cyclopropane-1-carboxamide